C(CC#C)C1(N=N1)CCN(C1CCN(CC1)C1=NC(=NC(=C1)C)N)CC1=CC(=CC=C1)N1CCCC1 4-(4-((2-(3-(But-3-yn-1-yl)-3H-diazirin-3-yl)ethyl)(3-(pyrrolidin-1-yl)benzyl)amino)-piperidin-1-yl)-6-methylpyrimidin-2-amine